ClC=1C=C(C(=NC1)OC1=CC(=C(C=C1)C=1C=CC(NN1)=O)F)F 6-(4-((5-chloro-3-fluoropyridin-2-yl)oxy)-2-fluorophenyl)pyridazin-3(2H)-one